4-OctylItaconate CCCC(CCCC)OC(C(=C)CC(=O)[O-])=O